1-(2-chlorophenyl)-7-cyclopropyl-2-oxo-4-((2-(trifluoromethyl)pyridin-4-yl)-amino)-1,2-dihydroquinazoline-6-carbonitrile ClC1=C(C=CC=C1)N1C(N=C(C2=CC(=C(C=C12)C1CC1)C#N)NC1=CC(=NC=C1)C(F)(F)F)=O